OC1=NC(=CC=C1C1=NN(C2=CC(=CC=C12)N1CCC(CC1)=O)C)O 1-[3-(2,6-Dihydroxy-3-pyridyl)-1-methyl-indazol-6-yl]piperidin-4-one